1-(1-Azetidinyl)-2-(2-((3S)-3-(methylamino)-1-piperidinyl)-1H-benzimidazol-1-yl)ethanon N1(CCC1)C(CN1C(=NC2=C1C=CC=C2)N2C[C@H](CCC2)NC)=O